ClC1=C(C=CC(=C1)F)NC1=NC=CC(=N1)N1C=C(C=C1)C(=O)N[C@H](CO)C1=CC(=CC=C1)Cl (S)-1-(2-((2-chloro-4-fluorophenyl)amino)pyrimidin-4-yl)-N-(1-(3-chlorophenyl)-2-hydroxyethyl)-1H-pyrrole-3-amide